FC(C1=CC=C(OC=2C(=NC=CN2)C=2C=C3C(=NC2)NN=N3)C=C1)(F)F 6-(3-(4-(Trifluoromethyl)phenoxy)pyrazin-2-yl)-3H-[1,2,3]triazolo[4,5-b]pyridine